FC1(CCN(CC1)C1=NC(=CC(=N1)NC(C1=C(C=C(C=C1)P(=O)(C)C)N1CCC2(CC2)CC1)=O)C)F N-(2-(4,4-difluoropiperidin-1-yl)-6-methylpyrimidin-4-yl)-4-(dimethylphosphoryl)-2-(6-azaspiro[2.5]oct-6-yl)benzamide